N1=NC(=CC=C1)CN1N=C2C(=C1)CN(C2)C2=C(C(=CC(=C2)CC(C)C)C)C2=NNN=N2 2-(1,2-diazin-3-ylmethyl)-5-(2-(3H-1,2,3,4-tetrazol-5-yl)-3-methyl-5-(2-methylpropyl)phenyl)-5,6-dihydro-4H-pyrrolo[4,3-c]pyrazole